5-bromo-3-[(R)-ethylsulfinyl]-N'-hydroxy-pyridine-2-carboxamidine BrC=1C=C(C(=NC1)C(=NO)N)[S@](=O)CC